(S)-3-(3-(3-methoxy-5-methylphenyl)-5-(3-(trifluoromethyl)phenylsulfonyl)-6a,7,9,10-tetrahydro-5H-pyrazino[1,2-a]pyrido[3,2-e]pyrazin-8(6H)-yl)propionic acid COC=1C=C(C=C(C1)C)C1=CC=2N(C[C@H]3N(C2N=C1)CCN(C3)CCC(=O)O)S(=O)(=O)C3=CC(=CC=C3)C(F)(F)F